BrC=1C=C2N(C(C(N(C2=CC1)C1CCN(CC1)C1=NC=C(C=N1)C#N)=O)=O)C 2-(4-(6-bromo-4-methyl-2,3-dioxo-3,4-dihydroquinoxalin-1(2H)-yl)piperidin-1-yl)pyrimidine-5-carbonitrile